Isobutyl-chinolin C(C(C)C)C1=NC2=CC=CC=C2C=C1